C(#N)CCOCC(C(C(COCCC#N)OCCC#N)OCCC#N)OCCC#N 1,2,3,4,5-Penta(cyanoethoxy)pentane